ClC=1C=CC=2N=CN=C(C2N1)NC1=CC(=C(C=C1)OC(F)F)Cl 6-Chloro-N-(3-chloro-4-(difluoromethoxy)phenyl)pyrido[3,2-d]pyrimidin-4-amine